tert-butyl 4-((2R,3R)-1-(6-chloro-3-cyano-2-(difluoromethyl)pyridin-4-yl)-2-methylazetidin-3-yl)piperazine-1-carboxylate ClC1=CC(=C(C(=N1)C(F)F)C#N)N1[C@@H]([C@@H](C1)N1CCN(CC1)C(=O)OC(C)(C)C)C